tetrahydropyran-4-yl N-[6-[4-[tert-butyl (dimethyl)silyl]oxy-5-methyl-3,4-dihydro-2H-pyrano[2,3-b]pyridin-6-yl]-8-chloro-7-fluoro-3-isoquinolyl]carbamate [Si](C)(C)(C(C)(C)C)OC1CCOC2=NC=C(C(=C21)C)C=2C=C1C=C(N=CC1=C(C2F)Cl)NC(OC2CCOCC2)=O